C(C)N1C=CC2=CC=CC=C12 1-ethyl-1H-indol